N2-[4-[2-(dimethylamino)ethyl]phenyl]-N4-[2-(6-methyl-2-pyridyl)pyrimidin-4-yl]pyrimidine-2,4-diamine CN(CCC1=CC=C(C=C1)NC1=NC=CC(=N1)NC1=NC(=NC=C1)C1=NC(=CC=C1)C)C